(S)-3-amino-2-hydroxypropyl-phosphonic acid NC[C@@H](CP(O)(O)=O)O